C=C(N)C1=CC=CC2=CC=CC=C12 α-methylenenaphthalenemethylamine